di(1H-1,2,4-triazol-1-yl)methanethione N1(N=CN=C1)C(=S)N1N=CN=C1